ClC=1C(=C(OC=2C(=CC(=NC2)C)C2=NOCC(N2)CC2=CC(=C(C=C2)C)C)C=CC1)F 3-[5-(3-chloro-2-fluorophenoxy)-2-methylpyridin-4-yl]-5-(3,4-dimethylbenzyl)-5,6-dihydro-4H-1,2,4-oxadiazine